ClC1=CC=C2C(=C(NC2=C1Cl)C(=O)O)C=1C=NN(C1)C1OCCCC1 6,7-dichloro-3-(1-(tetrahydro-2H-pyran-2-yl)-1H-pyrazol-4-yl)-1H-indole-2-carboxylic acid